S-[4-[(4-nitrobenzyl)oxy]phenethyl]isothiourea [N+](=O)([O-])C1=CC=C(COC2=CC=C(CCSC(N)=N)C=C2)C=C1